C(C)(C)C1=C(C2=C(C=C3C=NNC3=C2)N1C1=C(C(=C(C(=C1[2H])[2H])F)[2H])[2H])[13CH2][13CH2][13C](=O)O 3-[6-isopropyl-5-(2,3,5,6-tetradeuterio-4-fluoro-phenyl)-1H-pyrrolo[2,3-f]indazol-7-yl](1,2,3-13C3)propanoic acid